N(C(=N)N)C1CC(C(C1)C(=O)O)O 4-guanidino-2-hydroxycyclopentane-1-carboxylic acid